(4-fluorophenyl)(8-methyl-3-(4-methylthiazol-2-yl)-5,6-dihydroimidazo[1,5-a]pyrazin-7(8H)-yl)methanone tert-butyl-(S)-4-(cyclopropylmethyl)-1,2,3-oxathiazolidine-3-carboxylate C(C)(C)(C)OC(=O)N1SOC[C@@H]1CC1CC1.FC1=CC=C(C=C1)C(=O)N1C(C=2N(CC1)C(=NC2)C=2SC=C(N2)C)C